3-(4-Fluorophenyl)-3-(((2-(trifluoromethyl)imidazo[1,2-a]pyridin-5-yl)amino)methyl)azetidine-1-sulfonamide FC1=CC=C(C=C1)C1(CN(C1)S(=O)(=O)N)CNC1=CC=CC=2N1C=C(N2)C(F)(F)F